lithium 2-(6-chloropyridazin-3-yl)propanoate lithium [Li+].ClC1=CC=C(N=N1)C(C(=O)[O-])C.[Li+].ClC1=CC=C(N=N1)C(C(=O)[O-])C